ClC1=NN2C(N=CC3=C2C(CN3C(=O)NC=3C=NC(=C(C3)Cl)N3N=CC=N3)(C)CO)=C1 2-chloro-N-(5-chloro-6-(2H-1,2,3-triazol-2-yl)pyridin-3-yl)-8-(hydroxymethyl)-8-methyl-7,8-dihydro-6H-pyrazolo[1,5-a]pyrrolo[2,3-e]pyrimidine-6-carboxamide